C(C)(C)(C)OC(=O)N1[C@H]2[C@H]([C@@H](C1)C2)N(C(=O)OC(C)(C)C)C2=C(C(=NC1=C(C(=C(C=C21)CCC#N)Br)F)OC)N (1R,4R,5S)-5-((3-amino-7-bromo-6-(2-cyanoethyl)-8-fluoro-2-methoxyquinolin-4-yl)(tert-butoxycarbonyl)amino)-2-azabicyclo[2.1.1]hexane-2-carboxylic acid tert-butyl ester